O(C1=CC=CC=C1)C1=CC=C(C=C1)C1=CN(C=2N=CN=C(C21)N)C2CCC1(CCNCC1)CC2 5-(4-Phenoxyphenyl)-7-(3-azaspiro[5.5]undecan-9-yl)-7H-pyrrolo[2,3-d]pyrimidin-4-amine